C(C)(C)(C)OC(NC1=C2N=C(NC2=NC=N1)O)=O tert-butyl(8-hydroxy-9H-purin-6-yl)carbamate